ClC=1C2=CNN=C2C(=C(C1)C1=CC=C(C=C1)CN1CCC(CC1)CO)Cl 4,7-dichloro-6-(4-((4-(hydroxymethyl)piperidin-1-yl)methyl)phenyl)-2H-indazole